O.N=C(C)NC(C)=N.[Ni] nickel N-(1-iminoethyl)acetamidine monohydrate